(3R,4R)-tert-butyl 3-azido-4-hydroxypyrrolidine-1-carboxylate N(=[N+]=[N-])[C@@H]1CN(C[C@H]1O)C(=O)OC(C)(C)C